((3S,4R)-4-(3,4-difluorophenyl)-1-(2-methoxyethyl)pyrrolidin-3-yl)-3-(3-(4-(2-methoxyethoxy)phenyl)-1-methyl-1H-pyrazol-5-yl)urea FC=1C=C(C=CC1F)[C@H]1[C@@H](CN(C1)CCOC)NC(=O)NC1=CC(=NN1C)C1=CC=C(C=C1)OCCOC